O1CCC(CC1)NC=1N=CC=NC1 5-(oxan-4-ylamino)pyrazine